4-(1-(1-(5-(2-amino-5-chlorophenyl)pyridin-2-yl)-2-cyclopropylethyl)-1H-imidazol-4-yl)benzoic acid NC1=C(C=C(C=C1)Cl)C=1C=CC(=NC1)C(CC1CC1)N1C=NC(=C1)C1=CC=C(C(=O)O)C=C1